1-[(2-chloro-6-methyl-3-nitro-4-pyridyl)amino]-2-methyl-propan-2-ol ClC1=NC(=CC(=C1[N+](=O)[O-])NCC(C)(O)C)C